CO[C@H]1[C@@H](O[C@@H]([C@H]1O)CO)N1C(=O)NC(=O)C=C1 2'-O-Methyl-Uridin